Methyl formate 2-(1-benzyl-4-methyl-5-oxo-2-phenyl-4-((phenylseleno)methyl)-4,5-dihydro-1H-pyrrol-3-yl)acetate C(C1=CC=CC=C1)N1C(=C(C(C1=O)(C[Se]C1=CC=CC=C1)C)CC(=O)O)C1=CC=CC=C1.C(=O)OC